2,2-dimethyl-8-nitro-4H-benzo[d][1,3]dioxin-4-one CC1(OC(C2=C(O1)C(=CC=C2)[N+](=O)[O-])=O)C